NC1=NC=C(C2=C1C(=C(N2C)C2=CC=C(C=C2)NC(C(=C)F)=O)C=2C=C(C(=NC2)C(=O)NCC(F)(F)F)F)C#CCO 5-(4-amino-2-{4-[(2-fluoroacrylamido)]phenyl}-7-(3-hydroxyprop-1-ynyl)-1-methylpyrrolo[3,2-c]pyridin-3-yl)-3-fluoro-N-(2,2,2-trifluoroethyl)pyridine-2-carboxamide